dibutyl-tin di-neodecanoate C(CCCCCC(C)(C)C)(=O)[O-].C(CCCCCC(C)(C)C)(=O)[O-].C(CCC)[Sn+2]CCCC